CNOC.Cl N,O-dimethylhydroxylamine HCl